ClC1=CC=C(C=C1)CN1C([C@H](CS(C2=C1C=C(C(=C2)F)/C(/N)=N/O)(=O)=O)NC(OC(C)(C)C)=O)=O tert-butyl N-[(3R)-5-[(4-chlorophenyl)methyl]-8-fluoro-7-[(Z)-N'-hydroxycarbamimidoyl]-1,1,4-trioxo-2,3-dihydro-1λ6,5-benzothiazepin-3-yl]carbamate